CN(C=NC=1SSC(N1)=S)C N,N-dimethyl-N'-(5-sulfanylidene-1,2,4-dithiazol-3-yl)-methanimidamide